6-(3-(2,2-difluoropropyl)azetidin-1-yl)quinoline-4-carboxylic acid FC(CC1CN(C1)C=1C=C2C(=CC=NC2=CC1)C(=O)O)(C)F